C1(=CC=CC=C1)S(=O)(=O)N1C(=CC=2C1=NC=CC2Br)I 1-(benzenesulfonyl)-4-bromo-2-iodo-pyrrolo[2,3-b]pyridine